Cl.[C@@H]12CN(C[C@@H](CC1)N2)C=2C=CC(=C(C(=O)N[C@H](C)C1=CC(=C(C=C1)OC)C=1C=NN(C1)C)C2)C 5-[(1S,5R)-3,8-Diazabicyclo[3.2.1]octan-3-yl]-N-[(1R)-1-[4-methoxy-3-(1-methylpyrazol-4-yl)phenyl]ethyl]-2-methyl-benzamide hydrochloride salt